4-(2-(7-Chloro-1-(2-chloroethyl)-1H-benzo[d][1,2,3]triazol-5-yl)propane-2-yl)phenol ClC1=CC(=CC2=C1N(N=N2)CCCl)C(C)(C)C2=CC=C(C=C2)O